triazolo[1,5-a]pyridine TFA salt OC(=O)C(F)(F)F.N1=NC=C2N1C=CC=C2